Methyl-10-oxo-1,2,3,4,7,8,9,10-octahydropyrido[4',3':3,4]Pyrazolo[1,5-a]Pyrazine-7-carboxylic acid CC1NCCC2=NN3C(C(NCC3C(=O)O)=O)=C21